C(C)C1=CC=C(C=C1)NC(=O)NC1=CNC2=CC=CC=C12 1-(4-ethylphenyl)-3-(1H-indol-3-yl)urea